[(1-Chloro-4-hydroxy-5-methyl-isoquinoline-3-carbonyl)-amino]-acetic acid ClC1=NC(=C(C2=C(C=CC=C12)C)O)C(=O)NCC(=O)O